ClC1=C(C=CC=C1NC(=O)C=1C(N(C(N(C1)C)=O)C)=O)C1=C(C(=CC=C1)C1=NC(=C(C=C1)CN1CC(C1)O)OC)Cl N-(2,2'-dichloro-3'-(5-((3-hydroxyazetidin-1-yl)methyl)-6-methoxypyridin-2-yl)-[1,1'-biphenyl]-3-yl)-1,3-dimethyl-2,4-dioxo-1,2,3,4-tetrahydropyrimidine-5-carboxamide